methyl 3-hydroxy-D-phenylalaninate OC=1C=C(C[C@@H](N)C(=O)OC)C=CC1